ClC=1C=C(C=NC1)/C=C/C(=O)OC methyl (E)-3-(5-chloropyridin-3-yl)acrylate